C1CCCCCCCCCCCCCCCCCCCCCCCCCCC1 cyclooctacosane